S1C(=NC2=C1C=CC=C2)N2[NH2+]C(=NN2C2=C(C=C(C=C2)C(=O)O)OC)C2=CC=C(C=C2)C(NCCS(=O)(=O)O)=O 2-Benzothiazolyl-3-(4-carboxy-2-methoxyphenyl)-5-[4-(2-sulfoethyl-carbamoyl)phenyl]-2H-tetrazolium